FC1=CC(=C(OC=2C(N(C=CC2C=2C3=C(C(N(C2)C)=O)NC=C3)CC(C)(C)O)=O)C(=C1)C)C 4-(3-(4-fluoro-2,6-dimethylphenoxy)-1-(2-hydroxy-2-methylpropyl)-2-oxo-1,2-dihydropyridin-4-yl)-6-methyl-1,6-dihydro-7H-pyrrolo[2,3-c]pyridin-7-one